COC1=C(CN2C(C[C@@]3(OCCC4=C3SC(=C4)C(F)(F)F)CC2)C#C[Si](C)(C)C)C=CC(=C1)OC (S)-1-(2,4-dimethoxybenzyl)-2'-(trifluoromethyl)-2-((trimethylsilyl)ethynyl)-4',5'-dihydrospiro[piperidine-4,7'-thieno[2,3-c]pyran]